(5-(trifluoromethyl)-2-(2-(trifluoromethyl)pyrimidin-5-yl)pyridin-4-yl)methylamine FC(C=1C(=CC(=NC1)C=1C=NC(=NC1)C(F)(F)F)CN)(F)F